C(C)(C)(C)NC=1N=C(C=C2CC(CNC12)C(F)(F)F)C(=O)O 8-(tert-butylamino)-3-(trifluoromethyl)-1,2,3,4-tetrahydro-1,7-naphthyridine-6-carboxylic acid